1-((1S,3R)-5-bromo-3-(((tert-butyldimethylsilyl)oxy)methyl)-1-methyl-3,4-dihydroisoquinolin-2(1H)-yl)-2-(2,5-difluorophenyl)ethan-1-one BrC1=C2C[C@@H](N([C@H](C2=CC=C1)C)C(CC1=C(C=CC(=C1)F)F)=O)CO[Si](C)(C)C(C)(C)C